O1C(=NC=C1)N1CC2(C1)CN(CC2C=2OC(=NN2)CC2=NC(=CC=C2)C2CCOCC2)C(=O)C2=CN=CS2 (2-(oxazol-2-yl)-8-(5-((6-(tetrahydro-2H-pyran-4-yl)pyridin-2-yl)methyl)-1,3,4-oxadiazol-2-yl)-2,6-diazaspiro[3.4]octan-6-yl)(thiazol-5-yl)methanone